CC1=CC=C(OC2=CC=C(C=C2)N2N=C3C(NCC[C@H]3N3CCN(CC3)C(C=C)=O)=C2C(=O)N)C=C1 (7R)-2-[4-(4-methylphenoxy)phenyl]-7-[4-(prop-2-enoyl)piperazin-1-yl]-4,5,6,7-tetrahydro-2H-pyrazolo[4,3-b]pyridine-3-carboxamide